2-cyclopropyl-6-[4-[4-[6-(2-fluoroethoxy)-3-pyridyl]-1-methyl-6-oxo-3-pyridyl]pyrazol-1-yl]benzonitrile C1(CC1)C1=C(C#N)C(=CC=C1)N1N=CC(=C1)C1=CN(C(C=C1C=1C=NC(=CC1)OCCF)=O)C